FC(C=1C=NC(=NC1)N1CCN(CC1)C(=O)C1=CC=C(CN2N=C3C(=CC=CC3=C2)C(=O)N)C=C1)(F)F 2-(4-(4-(5-(trifluoromethyl)pyrimidin-2-yl)piperazine-1-carbonyl)benzyl)-2H-indazole-7-carboxamide